3-(5-(cyclopropylethynyl)-4-((2-methoxy-ethyl)amino)pyridin-2-yl)-1-(6-formyl-5-((4-methyl-2-oxopiperazin-1-yl)methyl)pyridin-2-yl)-1-methylurea C1(CC1)C#CC=1C(=CC(=NC1)NC(N(C)C1=NC(=C(C=C1)CN1C(CN(CC1)C)=O)C=O)=O)NCCOC